tert-butyl 2-[4-(trifluoromethyl)pyridin-2-yl]-2,8-diazaspiro[4.5]decane-8-carboxylate FC(C1=CC(=NC=C1)N1CC2(CC1)CCN(CC2)C(=O)OC(C)(C)C)(F)F